ClC=1C=2C(N=C3N(C2C=CC1)C1=CC=C(C=C1C3(C)C)C3CCN(CC3)CC3CCC(CC3)CO)=O 4-chloro-9-(1-((4-(hydroxymethyl)cyclohexyl)methyl)piperidin-4-yl)-7,7-dimethylindolo[1,2-a]quinazolin-5(7H)-one